dimethylpyrazolo[1,2-a]pyrazole-1,7-dione CC1=C(C(N2N1C=CC2=O)=O)C